N1(CCNCC1)C1=CC=C(C=C1)O 4-(piperazin-1-yl)phenol